amino-2-methyl-isoindolin-1-one NC1N(C(C2=CC=CC=C12)=O)C